O1CCC(=CC1)C1=C(SC=C1)CNC 1-(3-(3,6-dihydro-2H-pyran-4-yl)thiophen-2-yl)-N-methylmethylamine